C1(=CC=CC=C1)OC(C1=CC=C(C=C1)[C@@H]1CC[C@H](CC1)CCC)=O.N1=CC=C2N1C=CC=N2 pyrazolo[1,5-a]pyrimidine phenyl-4-(trans-4-propylcyclohexyl)benzoate